2-(2-amino-6-(7-fluoro-1H-indol-1-yl)-9H-purin-9-yl)-N-(1-ethyl-3-methyl-1H-pyrazol-5-yl)acetamide NC1=NC(=C2N=CN(C2=N1)CC(=O)NC1=CC(=NN1CC)C)N1C=CC2=CC=CC(=C12)F